N,N-diglycidyl-para-glycidyloxyaniline C(C1CO1)N(C1=CC=C(C=C1)OCC1CO1)CC1CO1